2-hexyl-2-methyl-1,3-dioxane-4,6-dione C(CCCCC)C1(OC(CC(O1)=O)=O)C